6-(5-(3-cis-(trifluoromethoxy)cyclobutyl)-1,3,4-oxadiazol-2-yl)tetrahydro-2H-pyran-3-amine HCl salt Cl.FC(OC1(CCC1)C1=NN=C(O1)C1CCC(CO1)N)(F)F